FC(C1=NN(C(=C1)C)C1=NC(=CC=C1[C@H](C)O)N1C=NC2=C1C=C(C(=C2)NC=2N=NC=CC2)F)F (1S)-1-[2-[3-(difluoromethyl)-5-methyl-pyrazol-1-yl]-6-[6-fluoro-5-(pyridazin-3-yl-amino)benzimidazol-1-yl]-3-pyridyl]ethanol